2-(3,4-dimethoxyphenyl)-5-(4-(6-isopropyl-2,6-diazaspiro[3.3]heptan-2-yl)phenyl)-3,7-dimethyl-3H-imidazo[4,5-b]pyridine COC=1C=C(C=CC1OC)C1=NC=2C(=NC(=CC2C)C2=CC=C(C=C2)N2CC3(C2)CN(C3)C(C)C)N1C